hydroxy-3',4'-dihydrospiro[azetidine-3,2'-[1]benzopyran]-1-carboxylic acid tert-butyl ester C(C)(C)(C)OC(=O)N1CC2(OC3=C(CC2O)C=CC=C3)C1